2-chloro-4-(9,9-diphenyl-9H-fluoren-4-yl)benzo[4,5]Thieno[3,2-d]Pyrimidine ClC=1N=C(C2=C(N1)C1=C(S2)C=CC=C1)C1=CC=CC=2C(C3=CC=CC=C3C12)(C1=CC=CC=C1)C1=CC=CC=C1